[1,4'-bipiperidin-1'-yl]-2-(2,6-dioxopiperidin-3-yl)isoindoline N1(CCCCC1)C1CCN(CC1)C1N(CC2=CC=CC=C12)C1C(NC(CC1)=O)=O